O1CCOC12CC=C(CC2)B2OC(C(O2)(C)C)(C)C 2-[1,4-dioxaspiro[4.5]decane-7-en-8-yl]-4,4,5,5-tetramethyl-1,3,2-dioxaborolane